suberic acid glutarate C(CCCC(=O)O)(=O)O.C(CCCCCCC(=O)O)(=O)O